FC1=CC=C(C=C1)C=1C(=NC2=CC(=CC(=C2C1)C(C)=O)C)OC 1-(3-(4-fluorophenyl)-2-methoxy-7-methylquinolin-5-yl)ethan-1-one